ClC=1C(=NC=C(C1)C1=CC=C(C=C1)F)C(=O)N[C@H]1CN(CC1)C#N (R)-3-chloro-N-(1-cyanopyrrolidin-3-yl)-5-(4-fluorophenyl)picolinamide